8-{4-[(3-Fluoro-4-hydroxyphenyl)methyl]piperazin-1-yl}-5-methyl-6-oxo-5,6-dihydro-1,5-naphthyridin-2,7-dicarbonitril FC=1C=C(C=CC1O)CN1CCN(CC1)C1=C(C(N(C=2C=CC(=NC12)C#N)C)=O)C#N